C(C)C1=CC(=C(C=C1)NC=1N(C(C=C(C1C(=O)OC)CC=O)=O)C)F methyl 2-((4-ethyl-2-fluorophenyl) amino)-1-methyl-6-oxo-4-(2-oxoethyl)-1,6-dihydropyridine-3-carboxylate